ClC=1C=C(C=2N(N1)C=CN2)N2CC(CC2)C=2C=C(C(=O)OC)C=CC2 Methyl 3-(1-(6-chloroimidazo[1,2-b]pyridazin-8-yl)pyrrolidin-3-yl)benzoate